methyl-5-methyl-naphthol sodium [Na].CC1=C(C2=CC=CC(=C2C=C1)C)O